ClC=1C=CC2=C(N=C(O2)N2CCN[C@H](CC2)C)C1 (S)-5-chloro-2-(5-methyl-[1,4]diazepan-1-yl)-benzoxazole